N1(N=NC=C1)C[C@@H]1C[C@H](CN1C#N)NC(C1=NC=CC(=C1)C1=CC(=CC=C1)C(F)(F)F)=O N-((3R,5S)-5-((1H-1,2,3-Triazol-1-yl)methyl)-1-cyanopyrrolidin-3-yl)-4-(3-(trifluoromethyl)phenyl)picolinamide